Methyl 2,3,4-Tri-O-benzyl-α-D-mannopyranoside C(C1=CC=CC=C1)O[C@@H]1[C@@H](OC)O[C@@H]([C@H]([C@@H]1OCC1=CC=CC=C1)OCC1=CC=CC=C1)CO